FC(\C=C/C(=O)OCC)(F)F ethyl (2Z)-4,4,4-trifluorobut-2-enoate